Cl.C12CN(CC(CC1)N2)C2=NC(=C(C=1CN(CCC21)C2=CC=CC1=CC=CC(=C21)Cl)C#N)OC[C@H]2N(CCC2)C 1-(3,8-diazabicyclo[3.2.1]octan-3-yl)-6-(8-chloronaphthalen-1-yl)-3-(((S)-1-methylpyrrolidin-2-yl)methoxy)-5,6,7,8-tetrahydro-2,6-naphthyridine-4-carbonitrile Hydrochloride